cis-2,3-Dimethyl-oxirane C[C@@H]1O[C@@H]1C